NC(CNC1=NC(=C2C(=N1)N(N=C2)C)NCC)C2=CC=CC=C2 6-N-(2-amino-2-phenylethyl)-4-N-ethyl-1-methylpyrazolo[3,4-d]pyrimidine-4,6-diamine